COC1=CC(=C(C=2C=C(OC21)C)[N+](=O)[O-])C(=O)OC methyl 7-methoxy-2-methyl-4-nitrobenzofuran-5-carboxylate